C(C)(=O)OCC(CC1=C(N(C2=CC=C(C=C12)C=1CN(CC1)C(=O)OC(C)(C)C)CC(F)(F)F)C=1C(=NC=CC1)[C@H](C)OC)(C)C tert-butyl (S)-3-(3-(3-acetoxy-2,2-dimethyl propyl)-2-(2-(1-methoxyethyl) pyridin-3-yl)-1-(2,2,2-trifluoroethyl)-1H-indol-5-yl)-2,5-dihydro-1H-pyrrole-1-carboxylate